C1(=C(C=CC=C1)C=1C=CC(=NC1)CO)C (5-(o-tolyl)pyridin-2-yl)methanol